2-(3,5-bistrifluoromethylpyridin-2-yl)acetic acid FC(C=1C(=NC=C(C1)C(F)(F)F)CC(=O)O)(F)F